tert-Butyl 3-((tert-butoxycarbonyl) amino)-5-(3-(5-(trifluoromethyl) pyridin-2-yl) propyl)-1H-indole-1-carboxylate C(C)(C)(C)OC(=O)NC1=CN(C2=CC=C(C=C12)CCCC1=NC=C(C=C1)C(F)(F)F)C(=O)OC(C)(C)C